N(=C=O)CC1=CC=C(C=C1)NC(OC(C)(C)C)=O tert-butyl (4-(isocyanatomethyl)phenyl)carbamate